ClC=1C=C(C=C(C1OC1=CN(C(C=C1)=O)CC1=CC=C(C=C1)F)Cl)N1N=C(C(NC1=O)=O)C#N 2-[3,5-dichloro-4-[[1-(4-fluorobenzyl)-6-oxo-1,6-dihydropyridin-3-yl]oxy]phenyl]-3,5-dioxo-1,2,4-triazine-6-carbonitrile